CS(=O)(=O)N1[C@@H](C[C@@H](C1)C1=CC=CC=C1)CS(=O)(=O)C=1C=C(C=CC1)CN (3-((((2S,4R)-1-(methylsulfonyl)-4-phenylpyrrolidin-2-yl)methyl)sulfonyl)phenyl)methanamine